2-ethyl heptynoate C(C#CCCCC)(=O)OCC